(2R,5R)-2-(((3R,5R)-3,5-dimethylmorpholino)methyl)-5-methylpiperazin C[C@@H]1COC[C@H](N1C[C@@H]1NC[C@H](NC1)C)C